[Zn].[Mo]=S molybdenum sulfide zinc